2-(7-(5-chloro-2-((tetrahydro-2H-pyran-4-yl)amino)pyrimidin-4-yl)-1-oxo-3,4-dihydropyrrolo[1,2-a]pyrazin-2(1H)-yl)propionic acid ClC=1C(=NC(=NC1)NC1CCOCC1)C=1C=C2N(CCN(C2=O)C(C(=O)O)C)C1